N[C@@H]1CN(CC1)CC=1C=C(C=CC1)[O-] 3-{[(3S)-3-aminopyrrolidin-1-yl]Methyl}phenolate